C(C)(=O)O.C(C)(=O)O.C(C)(=O)O.NCC=1C=NC=CNC1 6-(amino)methyl-1,4-diazepin triacetate